ClC1=C(C(N(C)C)=S)C=C(C=C1)CC=1SC(=NN1)C1=C(N=C2N1C=CC=C2)C2=CC=C(C=C2)Cl 2-Chloro-5-((5-(2-(4-chlorophenyl)imidazo[1,2-a]pyridin-3-yl)-1,3,4-thiadiazol-2-yl)methyl)-N,N-dimethylbenzothioamide